F[C@@H]1CNCC[C@@H]1CNC(OC(C)(C)C)=O |r| racemic-tert-butyl ((cis-3-fluoropiperidin-4-yl)methyl)carbamate